O[C@@H]1CN(C[C@@H]1O)C1=C(C=C2C(C(=CN(C2=N1)C1=C(C=C(C=C1F)F)F)C(=O)NC(C(C)C)CC)=O)F 7-[(3R,4S)-3,4-dihydroxypyrrolidin-1-yl]-6-fluoro-N-[2-methylpent-3-yl]-4-oxo-1-(2,4,6-trifluorophenyl)-1,4-dihydro-1,8-naphthyridine-3-carboxamide